4-(1-((7-Chloro-5-methoxy-1H-indol-4-yl)methyl)-4-(2,2,2-trifluoroethyl)piperazin-2-yl)benzoic acid ClC=1C=C(C(=C2C=CNC12)CN1C(CN(CC1)CC(F)(F)F)C1=CC=C(C(=O)O)C=C1)OC